C(C)OC(=O)C1=C(N=C(S1)NC1=NC(=CC(=N1)CC(=O)N1CCN(CCC1)C(C)=O)NCC1=CC=C(C=C1)S(N)(=O)=O)C 2-[[4-[2-(4-acetyl-[1,4]diazepan-1-yl)-2-oxo-ethyl]-6-(4-sulfamoyl-benzylamino)-2-pyrimidinyl]amino]-4-methyl-5-thiazolecarboxylic acid ethyl ester